(S)-2-((6-(pyridin-4-yl)-benzo[d]thiazol-2-yl)-amino)-N-(pyrrolidin-3-yl)isonicotinamide N1=CC=C(C=C1)C1=CC2=C(N=C(S2)NC=2C=C(C(=O)N[C@@H]3CNCC3)C=CN2)C=C1